C5-fluoro-2-nitropyridine FC=1C=CC(=NC1)[N+](=O)[O-]